FC(C=1C=C(\C=N\C(C(=O)OC)C=C)C=C(C1)C(F)(F)F)(F)F (E)-methyl 2-((3,5-bis(trifluoromethyl) benzylidene) amino)-but-3-enoate